(1E,4E)-1,7-di(4-methoxyphenyl)-1,4-heptadiene COC1=CC=C(C=C1)\C=C\C\C=C\CCC1=CC=C(C=C1)OC